1-((((6-hydroxy-5'-methyl-4-pentyl-2'-(prop-1-en-2-yl)-[1,1'-biphenyl]-2-yl)oxy)(propyl)phosphoryl)oxy)ethyl acetate C(C)(=O)OC(C)OP(=O)(CCC)OC1=C(C(=CC(=C1)CCCCC)O)C1=C(C=CC(=C1)C)C(=C)C